C(#N)C1=CC(CC(C1=O)(C)C)(C)N(C(=O)C1=CC=NO1)C N-(3-cyano-1,5,5-trimethyl-4-oxocyclohex-2-en-1-yl)-N-methylisoxazole-5-carboxamide